(E)-4-(6-(difluoromethoxy)pyridin-3-yl)-N'-((2-fluoro-5-methoxypyridin-3-yl)methylene)pyrimidine-2-carbohydrazide FC(OC1=CC=C(C=N1)C1=NC(=NC=C1)C(=O)N/N=C/C=1C(=NC=C(C1)OC)F)F